[Mo].[Se]=S selenium sulfide molybdenum